C=1(C(=CC=CC1)C(=O)OCCOCCCC)C 2-butoxyethyl toluate